3-(N-(4-chloro-5-(1-methyl-1,2,4-triazol-5-yl)-2-(pyridin-2-yl)phenyl)sulfamoyl)-4-cyclopropylbenzoic Acid ClC1=CC(=C(C=C1C1=NC=NN1C)NS(=O)(=O)C=1C=C(C(=O)O)C=CC1C1CC1)C1=NC=CC=C1